N[C@H](C(=O)N[C@H](C(=O)O)CCCNC(=O)N)C(C)C (2S)-2-[[(2S)-2-amino-3-methyl-butanoyl]amino]-5-ureido-pentanoic acid